(R)-1-methyl-N-(1-methylcyclopropyl)-5-oxo-4-((6-vinylpyridin-3-yl)methyl)-1,2,4,5-tetrahydroimidazo[1,2-a]quinazoline-7-sulfonamide C[C@@H]1CN=C2N1C1=CC=C(C=C1C(N2CC=2C=NC(=CC2)C=C)=O)S(=O)(=O)NC2(CC2)C